3,4-Dihydro-1H-benzo[c][1,2]thiazine-2,2-dioxide N1S(CCC2=C1C=CC=C2)(=O)=O